3,7-dihydroxy-10H-phenoxazine-4-carboxylic acid OC=1C=CC=2NC3=CC=C(C=C3OC2C1C(=O)O)O